(2E)-5-[4-(4-amino-3,6-dichlorophenyl)-1-oxo-2,3-dihydro-1H-isoindol-2-yl]pent-2-enenitrile NC1=C(C=C(C(=C1)Cl)C1=C2CN(C(C2=CC=C1)=O)CC/C=C/C#N)Cl